ClC=1C=C(C=CC1O)C(C)(C1=CC(=C(C=C1)O)Cl)C1=CC(=C(C=C1)O)Cl 1,1,1-tris(3-chloro-4-hydroxyphenyl)-ethane